C12CN(CC(CC1)N2)C2=NC(=NC1=C(C(=C(C=C21)Cl)C2=C(C(=CC(=N2)N)C)C(F)(F)F)F)OCC21CCCN1CC(C2)(F)F 6-(4-(3,8-diazabicyclo[3.2.1]octan-3-yl)-6-chloro-2-((2,2-difluorotetrahydro-1H-pyrrolizin-7a(5H)-yl)methoxy)-8-fluoroquinazolin-7-yl)-4-methyl-5-(trifluoromethyl)pyridin-2-amine